3-(3-ethylheptadecan-3-yl)-1,2,4-oxadiazol-5(4H)-one C(C)C(CC)(CCCCCCCCCCCCCC)C1=NOC(N1)=O